CC1=NC(=CC(=C1)C=1C(=C(C(=C(C1N1C2=CC=C(C=C2C=2C=C(C=CC12)C)C)N1C2=CC=C(C=C2C=2C=C(C=CC12)C)C)C=1C=NC=CC1)N1C2=CC=C(C=C2C=2C=C(C=CC12)C)C)N1C2=CC=C(C=C2C=2C=C(C=CC12)C)C)C 9,9',9'',9'''-(3-(2,6-dimethylpyridin-4-yl)-6-(pyridin-3-yl)benzene-1,2,4,5-tetrayl)tetrakis(3,6-dimethyl-9H-carbazole)